N-methyl-3-phenyl-3-[(benzo[d][1,3]dioxol-4-yl)oxy]propylamine CNCCC(OC1=CC=CC=2OCOC21)C2=CC=CC=C2